2-chloroquinoline-7-carboxylic acid benzyl ester C(C1=CC=CC=C1)OC(=O)C1=CC=C2C=CC(=NC2=C1)Cl